C(C)(C)(C)C1=CC=2C(=NC(=CN2)C2CCC[C@H]([C@@H](N2)COC2=NC(=NC(=C2)C2=C(C=CC=C2C)C)NS(=O)(=O)C=2C=C(C(=O)O)C=CC2)CCC)N1C 3-[[4-[[(2R,3R)-7-(6-tert-Butyl-5-methyl-pyrrolo[2,3-b]pyrazin-3-yl)-3-propyl-azepan-2-yl]methoxy]-6-(2,6-dimethylphenyl)pyrimidin-2-yl]sulfamoyl]benzoic acid